C(CCCCCCCCCCCCCCCCC)C(C(=O)N)(CCCC(=O)N)CCCCCCCCCCCCCCCCCC di-stearyladipamide